1',2',3',6'-Tetrahydro-[3,4'-bipyridine]-6-carboxamide N1=CC(=CC=C1C(=O)N)C=1CCNCC1